tert-butyl 3-(3-(1-(4-chlorophenyl)cyclobutyl)-1,2,4-oxadiazol-5-yl)-2-(diethoxyphosphoryl)propanoate ClC1=CC=C(C=C1)C1(CCC1)C1=NOC(=N1)CC(C(=O)OC(C)(C)C)P(=O)(OCC)OCC